FC1=C(C(=O)O)NC(NC1=O)=O fluoroorotic acid